[4-fluoro-2-(2,2,2-trifluoroethoxy)phenyl]{6-[3-methyl-5-(o-tolyl)-1-pyrazolyl]-2-aza-2-spiro[3.3]heptyl}methanone FC1=CC(=C(C=C1)C(=O)N1CC2(C1)CC(C2)N2N=C(C=C2C2=C(C=CC=C2)C)C)OCC(F)(F)F